N1=C(C=CC=C1)C1=NC=CC(=N1)N 2-(pyridin-2-yl)pyrimidin-4-amine